C(C)(C)(C)OC(=O)N1CCN(CC1)C1(COCC1O[Si](C1=CC=CC=C1)(C1=CC=CC=C1)C(C)(C)C)C#N.[Si](C1=CC=CC=C1)(C1=CC=CC=C1)(C(C)(C)C)OC1C(COC1)(C)N1CCNCC1 1-(4-((tert-butyldiphenylsilyl)oxy)-3-methyltetrahydrofuran-3-yl)piperazine Tert-butyl-4-(4-((tert-butyldiphenylsilyl)oxy)-3-cyanotetrahydrofuran-3-yl)piperazine-1-carboxylate